(Z)-(4-(1-(4-(4-(4-((4-(2-(2,6-dioxopiperidin-3-yl)-1-oxoisoindolin-5-yl)piperazin-1-yl)methyl)piperidine-1-carbonyl)piperazin-1-yl)phenyl)-2-phenylbut-1-en-1-yl)phenyl)boronic acid O=C1NC(CCC1N1C(C2=CC=C(C=C2C1)N1CCN(CC1)CC1CCN(CC1)C(=O)N1CCN(CC1)C1=CC=C(C=C1)\C(=C(\CC)/C1=CC=CC=C1)\C1=CC=C(C=C1)B(O)O)=O)=O